Cl.Cl.C12CN(CC(N1)C2)C2=CC=C(C=N2)C=2C=1N(C=C(C2)OC[C@@H](C)O)N=CC1C#N 4-(6-(3,6-diazabicyclo[3.1.1]-hept-3-yl)pyridin-3-yl)-6-((R)-2-hydroxypropoxy)pyrazolo[1,5-a]pyridine-3-carbonitrile dihydrochloride